[Ni](Br)Br.CC(C(C)=N)=N 2,3-butanediimine nickel(II) bromide